BrC=1C=C2C(=NC1)NC(C2)=O 5-bromo-1H,3H-pyrrolo[2,3-b]pyridin-2-one